CC1=C2C(NC=N1)=NC=C2 4-methyl-pyrrolo[2,3-d]Pyrimidine